C1(CC1)N1N=CC(=C1)C=1N=CC=2NC(NC(C2N1)=O)(C)C 6-(1-cyclopropyl-1H-pyrazol-4-yl)-2,2-dimethylpyrimidino[5,4-d]pyrimidin-4(3H)-one